methyl 3-[[4-(difluoromethoxymethyl)tetrahydrofuran-3-yl]amino]-4-nitro-benzoate FC(OCC1C(COC1)NC=1C=C(C(=O)OC)C=CC1[N+](=O)[O-])F